carbamic acid (R)-3-morpholino-1-phenylpropyl ester O1CCN(CC1)CC[C@H](C1=CC=CC=C1)OC(N)=O